C(C)(C)(C)OC(=O)N[C@H](C(=O)O)[C@H](C)O (2S,3S)-2-(tert-butoxycarbonylamino)-3-hydroxy-butyric acid